3-[(6-methylpiperidin-3-yl)methoxy]-2-(trifluoromethyl)pyridine hydrochloride Cl.CC1CCC(CN1)COC=1C(=NC=CC1)C(F)(F)F